2,4-dimethyl-6-octenoic acid CC(C(=O)O)CC(CC=CC)C